N-(1-(ferrocene-3-yl)-2-(tert-butylamino)-2-oxoethyl)-2-ethynyl-N-(4-trifluoromethylphenyl)thiazole-4-carboxamide [CH-]1C=C(C=C1)C(C(=O)NC(C)(C)C)N(C(=O)C=1N=C(SC1)C#C)C1=CC=C(C=C1)C(F)(F)F.[CH-]1C=CC=C1.[Fe+2]